C(C)(C)(C)OC(=O)N1CCC2(CC1)CCN(CC2)CC2CCN(CC2)C2=C(C=C1C(=NN(C1=C2)C)C=2C(=NC(=CC2)OCC2=CC=CC=C2)OCC2=CC=CC=C2)F tert-butyl-9-((1-(3-(2,6-bis(benzyloxy)pyridin-3-yl)-5-fluoro-1-methyl-1H-indazol-6-yl)piperidin-4-yl)methyl)-3,9-diazaspiro[5.5]undecane-3-carboxylate